ClC=1C(=C2C(=NC1)NC(=N2)C2=CC=C(C=C2)N2CC(N(CC2)C)=O)NC2CCN(CC2)CC 4-(4-{6-Chloro-7-[(1-ethylpiperidin-4-yl)amino]-3H-imidazo[4,5-b]pyridin-2-yl}phenyl)-1-methylpiperazin-2-one